NC1=NC(=C2N=CN(C2=N1)[C@H]1C[C@@H]([C@@](O1)(C=C)CO)O)N (2R,3S,5R)-5-(2,6-diamino-9H-purin-9-yl)-2-(hydroxymethyl)-2-vinyltetrahydrofuran-3-ol